1-(bromomethyl)-3,5-difluoro-benzene BrCC1=CC(=CC(=C1)F)F